COC1=NC=C(C=C1OC)B1OC(C(O1)(C)C)(C)C 2,3-dimethoxy-5-(4,4,5,5-tetramethyl-1,3,2-dioxaborol-2-yl)pyridine